4-(4-aminophenylazo)benzenesulfonic acid NC1=CC=C(C=C1)N=NC1=CC=C(C=C1)S(=O)(=O)O